5-chloro-N-(2-fluoro-3-(2-(isopropylamino)-7-oxo-7,8-dihydropyrido[2,3-d]pyrimidin-6-yl)phenyl)-2-methoxypyridine-3-sulfonamide ClC=1C=C(C(=NC1)OC)S(=O)(=O)NC1=C(C(=CC=C1)C1=CC2=C(N=C(N=C2)NC(C)C)NC1=O)F